FC=1C=C(\C=N\NC(=O)C2=NC(=CN=C2)C2=CC=C(C=C2)OC)C=C(C1)F (E)-N'-(3,5-difluorobenzylidene)-6-(4-methoxyphenyl)pyrazine-2-carbohydrazide